rel-(2S,3R,4R,5S)-3-(3,4-difluoro-2-methylphenyl)-N-(6-((R*)-1,2-dihydroxyethyl)pyridin-3-yl)-4,5-dimethyl-5-(trifluoromethyl)tetrahydrofuran-2-carboxamide FC=1C(=C(C=CC1F)[C@@H]1[C@H](O[C@@]([C@@H]1C)(C(F)(F)F)C)C(=O)NC=1C=NC(=CC1)[C@H](CO)O)C |o1:8,9,11,12,28|